1,5-Hexandiol C(CCCC(C)O)O